(3S)-4-[(5-chloro-3-methyl-3H-imidazo[4,5-b]pyridin-2-yl)methyl]-3-methylpiperazine-1-carboxylic acid tert-butyl ester C(C)(C)(C)OC(=O)N1C[C@@H](N(CC1)CC1=NC=2C(=NC(=CC2)Cl)N1C)C